NC=1C2=C(N=CN1)N(C=C2)[C@H]2[C@@H]([C@@H]([C@@]1(C[C@H]21)CCC2=CC=C1C=NC(=NC1=C2)N)O)O (1r,2r,3s,4r,5s)-4-(4-amino-7H-pyrrolo[2,3-d]pyrimidin-7-yl)-1-(2-(2-aminoquinazolin-7-yl)ethyl)bicyclo[3.1.0]hexane-2,3-diol